C[C@H]1COCCN1CC1(CC1)CO.[Na] sodium (S)-(1-((3-methylmorpholino)methyl)cyclopropyl)methanol